C(=O)(O)C1CC2=CC(=CC=C2CC1)OC1=C(C=CC=C1)C1=CC(=C(C=C1)F)F 2-carboxy-7-((3',4'-difluoro-[1,1'-biphenyl]-2-yl)oxy)-1,2,3,4-tetrahydronaphthalene